Methyl 2-[6-(1-methylcyclopropyl)-1-oxospiro[3H-isoquinoline-4,1'-cyclopropane]-2-yl]acetate CC1(CC1)C=1C=C2C(=CC1)C(N(CC21CC1)CC(=O)OC)=O